2,2'-[[1,1'-binaphthalene]-4,4'-diylbis(oxyethane-2,1-diyloxy[1,1'-binaphthalene]-2',2-diyloxy)]di(ethan-1-ol) C1(=CC=C(C2=CC=CC=C12)OCCOC1=C(C2=CC=CC=C2C=C1)C1=C(C=CC2=CC=CC=C12)OCCO)C1=CC=C(C2=CC=CC=C12)OCCOC1=C(C2=CC=CC=C2C=C1)C1=C(C=CC2=CC=CC=C12)OCCO